ClCC1=CC=C(C=C1)C1=CC=C(C=C1)CCl bis(chloromethyl)-1,1'-biphenyl